5-fluoro-N-(2-isopropylbenzyl)-1-methyl-1H-pyrazole-4-carbothioamide FC1=C(C=NN1C)C(NCC1=C(C=CC=C1)C(C)C)=S